FC1=CC2=C(OC(CO2)C(=O)C2=CN(C3=CC(=CC=C23)C=2C=NNC2)CCO)C=C1 (6-Fluoro-2,3-dihydro-1,4-benzodioxin-2-yl)-[1-(2-hydroxyethyl)-6-(1H-pyrazol-4-yl)indol-3-yl]methanone